CCCCC/C=C\C/C=C\CCCCCCCC(=O)OC[C@H](COP(=O)(O)OC[C@H](CO)O)OC(=O)CCCCCCC/C=C\C/C=C\CCCC 1-(9Z,12Z-octadecadienoyl)-2-(9Z,12Z-heptadecadienoyl)-glycero-3-phospho-(1'-sn-glycerol)